O1C(=C(C(=O)C=2C(O)=CC(O)=CC12)C=O)C1=CC(O)=C(O)C=C1 luteolin-Al